tert-butyl N-[(2R)-1-{3-bromo-5-chloro-7-iodofuro[3,2-b]pyridin-2-yl}but-3-yn-2-yl]carbamate BrC1=C(OC=2C1=NC(=CC2I)Cl)C[C@H](C#C)NC(OC(C)(C)C)=O